C1(CC1)NC(=O)C1=CN=C2N1N=C(C=C2N(C)CC2=CC=C(C=C2)OC)NC=2C(N(C=CC2)C2=NC=C(C=C2)C(=O)O)=O 3-((3-(Cyclopropylcarbamoyl)-8-((4-methoxybenzyl)(methyl)amino)imidazo[1,2-b]pyridazin-6-yl)amino)-2-oxo-2H-[1,2'-bipyridine]-5'-carboxylic acid